C(C)(=O)O[C@H](C(=O)O)[C@H](C(=O)OCN1N=CC(=C1)C=1SC=C(N1)C(NC=1C(=NN(C1)C1CCC(CC1)OCC)C1=NC(=CC=C1F)F)=O)OC(C)=O (2S,3R)-2,3-diacetoxy-4-((4-(4-((3-(3,6-difluoropyridin-2-yl)-1-((1r,4r)-4-ethoxycyclohexyl)-1H-pyrazol-4-yl)carbamoyl)thiazol-2-yl)-1H-pyrazol-1-yl)methoxy)-4-oxobutanoic acid